5-(7-cyano-5-isopropylbenzo[b]thiophen-2-yl)-1,3,4-thiadiazole-2-carboxylic acid C(#N)C1=CC(=CC2=C1SC(=C2)C2=NN=C(S2)C(=O)O)C(C)C